tert-butyl-3-[(cyclopropylamino)methyl]azetidine C(C)(C)(C)N1CC(C1)CNC1CC1